C(C)(C)(C)OC(=O)N1[C@@H](CCC1)C1=C2CN(CC2=CC(=C1)Cl)C(=O)NC=1C=NN(C1)C(=O)[O-] (S)-4-(4-(1-(tert.Butoxycarbonyl)pyrrolidin-2-yl)-6-chloroisoindoline-2-carboxamido)-1H-pyrazole-1-carboxylate